CC1(C2=CC=CC=C2C=2C=CC(=CC12)C1=NC=CC=C1)C 2-(9,9-dimethyl-9H-fluoren-2-yl)pyridine